CC1=NOC(=C1)CN1N=C(C=CC1=O)C=1C=NC(=NC1)OCC(F)(F)F 2-((3-methylisoxazol-5-yl)methyl)-6-(2-(2,2,2-trifluoroethoxy)pyrimidin-5-yl)pyridazin-3(2H)-one